NCCCOCCOCCCN ethylene glycol di(3-aminopropyl) ether